4-(2'-fluoro-[1,1'-biphenyl]-4-yl)-N-(6-morpholinopyridin-3-yl)butanamide FC1=C(C=CC=C1)C1=CC=C(C=C1)CCCC(=O)NC=1C=NC(=CC1)N1CCOCC1